3-(3,5-dichlorophenyl)-7-isopropyl-1H-indole-2-carboxylic acid ClC=1C=C(C=C(C1)Cl)C1=C(NC2=C(C=CC=C12)C(C)C)C(=O)O